2-(1H-Imidazol-1-yl)-N-((5-(4-isopropoxyphenyl)pyrimidin-2-yl)methyl)-6-(trifluoromethyl)pyridin-4-amine N1(C=NC=C1)C1=NC(=CC(=C1)NCC1=NC=C(C=N1)C1=CC=C(C=C1)OC(C)C)C(F)(F)F